C(OC)(OC(C(=O)N(C=1SC(=C(N1)C(NC1CCC12CCCC2)=O)C)C2=CC(=NC(=C2)F)F)C)=O methyl [2-[(2,6-difluoro-4-pyridinyl)-[5-methyl-4-(spiro[3.4]oct-3-ylcarbamoyl) thiazol-2-yl] amino]-1-methyl-2-oxo-ethyl] carbonate